[C@@H]1([C@H](O)[C@@H](O)[C@@H](O)[C@H](O1)CO)O[C@@H]([C@@H]([C@H](C=O)O)O)[C@H](O)CO β-D-Galactopyranosyl-(1→4)-D-glucose